2-(2,6-dioxo-3-piperidinyl)-4-[4-[4-(piperazin-1-ylmethyl)-1-piperidinyl]butylamino]isoindoline-1,3-dione O=C1NC(CCC1N1C(C2=CC=CC(=C2C1=O)NCCCCN1CCC(CC1)CN1CCNCC1)=O)=O